NC1CC(C1)NC(OC(C)(C)C)=O tert-butyl (3-aminocyclobutyl)carbamate